N-[[4-[6-[4-[[4-[4-[(2,6-dioxo-3-piperidyl)amino]phenyl]-1-piperidyl]methyl]phenyl]pyrrolo[2,1-f][1,2,4]triazin-4-yl]-2-methyl-phenyl]methyl]-4-fluoro-benzamide O=C1NC(CCC1NC1=CC=C(C=C1)C1CCN(CC1)CC1=CC=C(C=C1)C=1C=C2C(=NC=NN2C1)C1=CC(=C(C=C1)CNC(C1=CC=C(C=C1)F)=O)C)=O